4-(6-(difluoromethyl)-3-methoxy-pyridazin-4-yl)-N-(5-(5-(difluoromethyl)picolinoyl)-5,6-dihydro-4H-pyrrolo[3,4-d]thiazol-2-yl)-6-methyl-nicotinamide FC(C1=CC(=C(N=N1)OC)C1=CC(=NC=C1C(=O)NC=1SC2=C(N1)CN(C2)C(C2=NC=C(C=C2)C(F)F)=O)C)F